C(C)(=O)OCC(=C)C=C 2-(acetoxymethyl)-1,3-butadiene